4-cyclopropoxy-N-(3,5-difluoro-4-{[6-methoxy-7-(2-methoxyethoxy)-1,5-naphthyridin-4-yl]oxy}phenyl)pyridine-3-carboxamide C1(CC1)OC1=C(C=NC=C1)C(=O)NC1=CC(=C(C(=C1)F)OC1=CC=NC2=CC(=C(N=C12)OC)OCCOC)F